OC=1C=C2C(=C(C(N(C2=CC1)C)=O)C#N)N1CCC(CC1)OC1=CC=C(C=C1)OC(F)(F)F 6-hydroxy-1-methyl-2-oxo-4-{4-[4-(trifluoromethoxy)phenoxy]piperidin-1-yl}-1,2-dihydroquinoline-3-carbonitrile